NCC1(C(NCC1)=O)C 3-(aminomethyl)-3-methylpyrrolidin-2-one